(2S,4R)-1-(2-(4-amino-8-methyl-6-(trifluoromethyl)-9H-pyrimido[4,5-b]indol-9-yl)acetyl)-N-(6-chloro-3-methylpyridin-2-yl)-4-fluoropyrrolidine-2-carboxamide NC1=NC=NC=2N(C3=C(C=C(C=C3C21)C(F)(F)F)C)CC(=O)N2[C@@H](C[C@H](C2)F)C(=O)NC2=NC(=CC=C2C)Cl